5-(3-((dimethylamino)methyl)-4-(tetrahydro-2H-pyran-4-yl)phenyl)-1-p-toluenesulfonyl-1H-pyrrolo[2,3-b]pyridin CN(C)CC=1C=C(C=CC1C1CCOCC1)C=1C=C2C(=NC1)N(C=C2)S(=O)(=O)C2=CC=C(C)C=C2